(5-((2-(2,6-dioxopiperidin-3-yl)-1,3-dioxoisoindolin-4-yl)amino)pentyl)benzamide O=C1NC(CCC1N1C(C2=CC=CC(=C2C1=O)NCCCCCC1=C(C(=O)N)C=CC=C1)=O)=O